CC1(N(C2=CC=CC=C2C(C1)NCC=1C(=NC(=NC1)SC)NC)C(C(F)(F)F)=O)C 1-(2,2-dimethyl-4-(((4-(methylamino)-2-(methylthio)pyrimidin-5-yl)methyl)amino)-3,4-dihydroquinolin-1(2H)-yl)-2,2,2-trifluoroethanone